(Z)-N6-(tert-butoxycarbonyl)-N2-(3-phenyl-2-pivaloylaminoacryloyl)-L-lysine C(C)(C)(C)OC(=O)NCCCC[C@H](NC(/C(=C/C1=CC=CC=C1)/NC(C(C)(C)C)=O)=O)C(=O)O